C1(=CC=C(C=C1)CCC1=NC=2N(C(N(C(C2N1)=O)CC#C)=O)CCCCP(OCC)(OCC)=O)C1=CC=CC=C1 Diethyl (4-(8-(2-([1,1'-biphenyl]-4-yl)ethyl)-2,6-dioxo-1-(prop-2-yn-1-yl)-1,2,6,7-tetra-hydro-3H-purin-3-yl)butyl)phosphonate